5-bromobenzo[b]thiophene-2-carboxamide BrC1=CC2=C(SC(=C2)C(=O)N)C=C1